((3R-6S)-6-((2-(5-(2-(diisopropylcarbamoyl)-4-fluorophenoxy)pyrimidin-4-yl)-2,7-diazaspiro[3.5]nonan-7-yl)methyl)tetrahydro-2H-pyran-3-yl)carbamate C(C)(C)N(C(=O)C1=C(OC=2C(=NC=NC2)N2CC3(C2)CCN(CC3)C[C@@H]3CC[C@H](CO3)NC([O-])=O)C=CC(=C1)F)C(C)C